N=1C=C(N2C1C=CC=C2)C(=O)N2C(C1=C(CC2)C(=CS1)C(=O)OCC)(C)C ethyl 6-(imidazo[1,2-a]pyridine-3-carbonyl)-7,7-dimethyl-4,5,6,7-tetrahydrothieno[2,3-c]pyridine-3-carboxylate